2-Amino-7-fluoro-4-[5-fluoro-3-[(3-fluoro-1-methyl-pyrrolidin-3-yl)methoxy]-7,9-dihydrofuro[3,4-f]quinazolin-6-yl]thieno[3,2-c]pyridine-3-carbonitrile NC1=C(C=2C(=NC=C(C2S1)F)C=1C2=C(C=3C=NC(=NC3C1F)OCC1(CN(CC1)C)F)COC2)C#N